di-t-butyl-tin dichloride C(C)(C)(C)[Sn](C(C)(C)C)(Cl)Cl